BrC=1C(=CC2=C(OCO2)C1)C=O 6-bromo-1,3-benzodioxole-5-carboxaldehyde